COC(C=1C(NC)=CC=CC1)=O methyl-anthranilic acid methylester